5-chloro-N-[(1S)-3-(cyclopropylamino)-1-[[(3S,5R)-5-methyl-2-oxo-pyrrolidin-3-yl]methyl]-2,3-dioxo-propyl]-4-fluoro-2-(4,4,4-trifluorobutanoylamino)benzamide ClC=1C(=CC(=C(C(=O)N[C@H](C(C(=O)NC2CC2)=O)C[C@H]2C(N[C@@H](C2)C)=O)C1)NC(CCC(F)(F)F)=O)F